(1S,5R)-3-benzyl-1-(1-(1-methylpiperidin-4-yl)-1H-1,2,4-triazol-3-yl)-5-(trifluoromethyl)-3-azabicyclo[3.1.0]hexane C(C1=CC=CC=C1)N1C[C@@]2(C[C@@]2(C1)C(F)(F)F)C1=NN(C=N1)C1CCN(CC1)C